ClC1=C(CN2C(N(C(C3=CC=C(C=C23)C(=O)OC)C)C)=O)C(=CC=C1OC)F methyl 1-(2-chloro-6-fluoro-3-methoxybenzyl)-3,4-dimethyl-2-oxo-1,2,3,4-tetrahydroquinazoline-7-carboxylate